4-((4-(5-(2-phenylacetamido)-1,3,4-thiadiazol-2-yl)piperazin-1-yl)methyl)benzoic acid C1(=CC=CC=C1)CC(=O)NC1=NN=C(S1)N1CCN(CC1)CC1=CC=C(C(=O)O)C=C1